iron tris(6-methyl-2,4-heptanedione) CC(CC(CC(C)=O)=O)C.CC(CC(CC(C)=O)=O)C.CC(CC(CC(C)=O)=O)C.[Fe]